C(C(O)CO)OC(CCCCCCC\C=C/CCCCCCCC)=O Glyceryl-Oleat